propylmethylsilandiol C(CC)[Si](O)(O)C